N-((4-Diethylaminophenyl)(8-methoxy-2-methylquinolin-7-yl)methyl)pyridin-2-amine C(C)N(C1=CC=C(C=C1)C(NC1=NC=CC=C1)C1=CC=C2C=CC(=NC2=C1OC)C)CC